C(C)(C)(C)C1(NC(N(C1)CC1=C(C2=CC=CC=C2C=C1)N)(C(=O)O)CC)C(=O)O 4-(tert-butyl)-2-ethyl-1-((1-aminonaphthalene-2-yl)methyl)-1H-imidazole-2,4-dicarboxylic acid